4-(3-cyclopropyl-5-methylpiperazin-1-yl)-2-ethyl-N-{8-fluoro-2-methylimidazo[1,2-a]pyridin-6-yl}indazole-7-carboxamide C1(CC1)C1CN(CC(N1)C)C=1C2=CN(N=C2C(=CC1)C(=O)NC=1C=C(C=2N(C1)C=C(N2)C)F)CC